[Si](C)(C)(C(C)(C)C)OC12CCC(C1)(C2)N2C=CC1=C2N=NC(=C1)Cl 7-(4-{[tert-butyl(dimethyl)silyl]oxy}bicyclo[2.1.1]hexan-1-yl)-3-chloro-7H-pyrrolo[2,3-c]pyridazine